di(2-hydroxy-2-propyl)benzene OC(C)(C)C1=C(C=CC=C1)C(C)(C)O